FC1=C(C=CC=C1)C1=CC=CC2=C1C(=NO2)N2C(N1[C@H](C2)C[C@@H](C1)NS(=O)(=O)CC)=O N-{(6S,7aS)-2-[4-(2-fluorophenyl)-1,2-benzoxazol-3-yl]-3-oxohexahydro-1H-pyrrolo[1,2-c]imidazol-6-yl}ethanesulfonamide